3-methoxy-1-(pyridin-2-yl)butan-2-amine COC(C(CC1=NC=CC=C1)N)C